OC(C1=CC2=C(C(=NO2)NS(=O)(=O)C2=C(C=CC=C2OC)OC)C(=C1)OC)C1=NC=CC=C1 N-{6-[hydroxy(pyridin-2-yl)methyl]-4-methoxy-1,2-benzoxazol-3-yl}-2,6-dimethoxybenzenesulfonamide